CC1=CC(=CN=N1)C[C@@H]1CC[C@H](CC1)C(=O)OC methyl trans-4-[(6-methylpyridazin-4-yl)methyl]cyclohexanecarboxylate